7-chloro-1,3,4,5-tetrahydro-2H-1-benzazepine-2-one ClC=1C=CC2=C(CCCC(N2)=O)C1